1-bromo-3-(tert-butyl)benzene BrC1=CC(=CC=C1)C(C)(C)C